C(CCCCCCC)NCCCCCCN N-octylhexane-1,6-diamine